N-((7-(5-(difluoromethyl)-1,3,4-oxadiazol-2-yl)imidazo[1,2-a]pyridin-2-yl)methyl)-N-(3-fluorophenyl)-4-(1-hydroxypropan-2-yl)piperazine-1-carboxamide FC(C1=NN=C(O1)C1=CC=2N(C=C1)C=C(N2)CN(C(=O)N2CCN(CC2)C(CO)C)C2=CC(=CC=C2)F)F